COC1=CC=C(C(=N1)C1=CC=C2C=CC=NC2=C1)C=1C=NN(C1)CCC(C)C 7-{6-methoxy-3-[1-(3-methylbutyl)-1H-pyrazol-4-yl]pyridine-2-yl}quinoline